C(C(C)C)[C@@H]1C(N2C(N(O1)CCCC1CCN(CC1)S(=O)(=O)C1=CC=C(C)C=C1)CN(C([C@@H]2CC(C)C)=O)C2CCN(CC2)C)=O (3R,6S)-3,6-diisobutyl-8-(1-methylpiperidin-4-yl)-1-(3-(1-tosylpiperidin-4-yl)propyl)tetrahydropyrazino[2,1-c][1,2,4]oxadiazine-4,7(3H,6H)-dione